2-oxa-5-azabicyclo[4.1.0]heptane-5-carboxylic acid tert-butyl ester C(C)(C)(C)OC(=O)N1CCOC2CC12